C1(=CC=CC=C1)S(=O)(=O)C1=CC=C(C=C1)NC(NCC=1C=NC(=CC1)N1N=CC=C1)=O 3-[4-(benzenesulfonyl)phenyl]-1-{[6-(1H-pyrazol-1-yl)pyridin-3-yl]methyl}urea